2-{[(2S)-4-{6-[(4-Chloro-2-fluorobenzyl)oxy]pyridin-2-yl}-2-methylpiperazin-1-yl]methyl}-3-[(2S)-oxetan-2-ylmethyl]-3H-imidazo[4,5-b]pyridin ClC1=CC(=C(COC2=CC=CC(=N2)N2C[C@@H](N(CC2)CC2=NC=3C(=NC=CC3)N2C[C@H]2OCC2)C)C=C1)F